ClC=1C=C(C=CC1C)NC(=O)NCC=1C=C2C=CC3=C(N(C(N3C3C(NC(CC3)=O)=O)=O)C)C2=CC1 1-(3-chloro-4-methylphenyl)-3-((3-(2,6-dioxopiperidin-3-yl)-1-methyl-2-oxo-2,3-dihydro-1H-naphtho[1,2-d]imidazol-7-yl)methyl)urea